FC1(CCC(CC1)NC(C(C=1C=NC=CC1)N(C(=O)[C@@H]1N(CCOC1)C(=O)OC(C)(C)C)C1=CC=C(C=C1)S(F)(F)(F)(F)F)=O)F tert-butyl (3R)-3-[[2-[(4,4-difluorocyclohexyl)amino]-2-oxo-1-(3-pyridyl)ethyl]-[4-(pentafluoro-λ6-sulfanyl)phenyl]carbamoyl]morpholine-4-carboxylate